FC=1C=C(C2=C(C(=C(O2)[C@H](C(F)(F)F)NC(NC=2C=C3N(C=CNC3=O)C2)=O)C)C1)F 3-[(1R)-1-(5,7-difluoro-3-methyl-1-benzofuran-2-yl)-2,2,2-trifluoroethyl]-1-{1-oxo-2H-pyrrolo[1,2-a]pyrazin-7-yl}urea